butyl 4-(4-((5-cyclopropyl-1H-pyrazol-3-yl)amino)quinazolin-2-yl)piperazine-1-carboxylate C1(CC1)C1=CC(=NN1)NC1=NC(=NC2=CC=CC=C12)N1CCN(CC1)C(=O)OCCCC